NCCCN1C=NC=C1 1-(3-amino-propyl)imidazole